ClC1=CC(=C(C=C1)C(C(F)(F)F)O)NCC=1N=CSC1 1-(4-Chloro-2-((thiazol-4-ylmethyl)amino)phenyl)2,2,2-trifluoroethan-1-ol